Cl.C(C)S(=O)(=O)C1CCNCC1 4-(ethylsulfonyl)piperidine hydrochloride